6-(hydroxymethyl)-7-methoxy-3-(phenyl)-2H-chromen-2-one OCC=1C=C2C=C(C(OC2=CC1OC)=O)C1=CC=CC=C1